FC(C=1C=C2C=CNC(C2=CC1)=O)(F)F 6-(trifluoromethyl)isoquinolin-1(2H)-one